5'-(2-amino-1-phenylethyl)-2'-chloro-6-fluoro-5-(2-methoxyethoxy)-[1,1'-biphenyl]-2-carboxamide trifluoroacetate FC(C(=O)O)(F)F.NCC(C1=CC=CC=C1)C=1C=CC(=C(C1)C=1C(=CC=C(C1F)OCCOC)C(=O)N)Cl